4-bromodibenzo[b,d]selenophene BrC1=CC=CC2=C1[Se]C1=C2C=CC=C1